BrC1=CC=C2/C(/C(NC2=C1)=O)=C\1/N(C2=CC=CC=C2C1=O)CCOCCO (Z)-6'-bromo-1-(2-(2-hydroxyethoxy)ethyl)-[2,3'-biindolinylidene]-2',3-dione